ClC=1C(=C2C=NC(=NC2=C(C1C1=CC=C(C=2SC(=C(C21)C#N)NC(OC(C)(C)C)=O)F)F)OC[C@]21CCCN1C[C@@H](C2)F)O tert-butyl (4-(6-chloro-8-fluoro-2-(((2R,7aS)-2-fluorotetrahydro-1H-pyrrolizin-7a(5H)-yl)methoxy)-5-hydroxyquinazolin-7-yl)-3-cyano-7-fluorobenzo[b]thiophen-2-yl)carbamate